C(C)(=O)C1=C(C=C(C=C1)Cl)C1=CC(N(C=C1OC)[C@@H](C(=O)NC1=CC2=CN(N=C2C=C1)C)CC1=CC=CC=C1)=O (R)-2-(4-(2-acetyl-5-chlorophenyl)-5-methoxy-2-oxopyridin-1(2H)-yl)-N-(2-methyl-2H-indazol-5-yl)-3-phenylpropionamide